2-trimethylsilylethyl N-(3-hydroxypropyl)-N-methyl-carbamate OCCCN(C(OCC[Si](C)(C)C)=O)C